CC=1N=CC(=NC1C)NC1=NN2C(C=C(C=C2)C=2N(N=CC2OC[C@H]2N(CC2)C)C)=C1 N-(5,6-dimethylpyrazin-2-yl)-5-[2-methyl-4-[[(2S)-1-methylazetidin-2-yl]methoxy]pyrazol-3-yl]pyrazolo[1,5-a]pyridin-2-amine